sodium (S)-3-(3-(1H-imidazol-1-yl)phenyl)-3-(3-(1-methyl-4-oxido-2-oxo-1,2-dihydropyridin-3-yl)ureido)propanoate N1(C=NC=C1)C=1C=C(C=CC1)[C@H](CC(=O)[O-])NC(=O)NC=1C(N(C=CC1[O-])C)=O.[Na+].[Na+]